1-({2-methyl-4-[7-(trifluoromethyl)-1,2,3,4-tetrahydroisoquinolin-2-yl]phenyl}methyl)azetidine-3-carboxylic acid CC1=C(C=CC(=C1)N1CC2=CC(=CC=C2CC1)C(F)(F)F)CN1CC(C1)C(=O)O